Cl.Cl.C(CSSCCN)N 2,2'-dithiobis(ethylamine) dihydrochloride